C(C)(=O)C1=C(NC2=C(C=CC(=C2C1=O)Cl)Br)S(=O)CC1=C(C=CC=C1F)Cl 3-acetyl-8-bromo-5-chloro-2-((2-chloro-6-fluorobenzyl)sulfinyl)quinolin-4(1H)-one